tert.-butylisopropylamine C(C)(C)(C)NC(C)C